2-[1-(2-chloro-5-methyl-pyrimidin-4-yl)pyrazol-4-yl]ethanol ClC1=NC=C(C(=N1)N1N=CC(=C1)CCO)C